O=C1C(=CC(=CN1)CC(=O)O)C(F)(F)F 2-(6-oxo-5-(trifluoromethyl)-1,6-dihydropyridin-3-yl)acetic acid